4-Chloro-3-[[2-(1,4-dihydro-2,4-dioxo-3(2H)-quinazolinyl)acetyl]amino]-3-fluorobenzenepropanoic acid ClC=1C(CC(=CC1)CCC(=O)O)(F)NC(CN1C(NC2=CC=CC=C2C1=O)=O)=O